[Br-].C(C1=CC=CC=C1)[NH+](C([2H])([2H])[2H])C N-benzyl-N-(methyl-d3)Methyl-ammonium bromide